6-chloro-5-(2,6-difluorophenyl)-3-methyl-7-(trifluoromethyl)-3H-1,4-benzodiazepin-2-amine ClC1=C(C=CC2=C1C(=NC(C(=N2)N)C)C2=C(C=CC=C2F)F)C(F)(F)F